tert-butyl 4-[4-[[5-[[2-chloro-6-[3-(dispiro[2.0.2.1]heptan-7-ylmethoxy)pyrazol-1-yl]pyridine-3-carbonyl] sulfamoyl]-2-pyridyl] amino]butyl]-2,2-dimethyl-pyrrolidine-1-carboxylate ClC1=NC(=CC=C1C(=O)NS(=O)(=O)C=1C=CC(=NC1)NCCCCC1CC(N(C1)C(=O)OC(C)(C)C)(C)C)N1N=C(C=C1)OCC1C2(C13CC3)CC2